4-(3,4-dichlorophenyl)-1,2,3,4-tetrahydroisoquinoline-1,1-d2 ClC=1C=C(C=CC1Cl)C1CNC(C2=CC=CC=C12)([2H])[2H]